C(C)C1=CC=C(C=C1)N1N=C(CC1=O)C 2-(4-ethylphenyl)-5-methyl-2,4-dihydro-3H-pyrazol-3-one